FC1=CC=C(CNCC2=CC=C(C=C2)F)C=C1 bis(4-fluorobenzyl)amine